ClC=1C=C(C=C2C(=C(C=NC12)C#N)NCC(C(F)(F)F)(C)C)N[C@H](C=1N=NN(C1)C1(CC1)C)C1=C2C=CC=NC2=C(C=C1)F (S)-8-chloro-6-(((8-fluoroquinolin-5-yl)(1-(1-methylcyclopropyl)-1H-1,2,3-triazol-4-yl)methyl)amino)-4-((3,3,3-trifluoro-2,2-dimethylpropyl)amino)quinoline-3-carbonitrile